ClC=1N=C(C2=C(N1)C(=C(N=C2OC)Cl)F)N2CCOCCC2 4-(2,7-dichloro-8-fluoro-5-methoxypyrido[4,3-d]pyrimidin-4-yl)-1,4-oxazepane